CN1C(=NC=C1S(=O)(=O)N1CCC(CC1)C1=CC2=C(OCO2)C=C1C)C 1-((1,2-dimethyl-1H-imidazol-5-yl)sulfonyl)-4-(6-methylbenzo[d][1,3]dioxol-5-yl)piperidine